3-[1-methyl-6-[[(6S,7R)-6-(trifluoromethyl)-2-azaspiro[3.5]nonan-7-yl]amino]indazol-3-yl]piperidine-2,6-dione CN1N=C(C2=CC=C(C=C12)N[C@H]1[C@H](CC2(CNC2)CC1)C(F)(F)F)C1C(NC(CC1)=O)=O